3-isopropyl-5,6,7,8-tetrahydro-[1,2,4]triazolo[4,3-a]pyridine-7-carboxylic acid methyl ester COC(=O)C1CC=2N(CC1)C(=NN2)C(C)C